O=C(C[C@H]1CC[C@H](O1)CNC1=C(C(NN=C1)=O)C(F)(F)F)N1CCN(CC1)C1=NC=C(C=C1)C(F)(F)F 5-([[(2S,5R)-5-(2-oxo-2-[4-[5-(trifluoromethyl)pyridin-2-yl]piperazin-1-yl]ethyl)oxolan-2-yl]methyl]amino)-4-(trifluoromethyl)-2,3-dihydropyridazin-3-one